monomethyl-hexadecanedioic acid barium salt [Ba+2].CC(C(=O)[O-])CCCCCCCCCCCCCC(=O)[O-]